COC=1C=C2CCN(CC2=CC1NC1=NC2=CC(=CC=C2C=N1)NC1=NC=CC(=C1)C(=O)N)C 2-({2-[(6-methoxy-2-methyl-1,2,3,4-tetrahydroisoquinolin-7-yl)amino]quinazolin-7-yl}-amino)pyridine-4-carboxamide